BrC1=C(C=C(C(=N1)N1C(C2=CC=CC=C2C1=O)=O)F)F 2-(6-bromo-3,5-difluoropyridin-2-yl)isoindoline-1,3-dione